Cl.N1C(CC1)CNC(OC)=O Methyl N-[(azetidin-2-yl)methyl]carbamate hydrochloride